ClC=1C=CC(=C(C1)NC(=O)C=1N=NN(C1)C1=CC(=C(C=C1)F)O)C N-(5-chloro-2-methylphenyl)-1-(4-fluoro-3-hydroxyphenyl)-1H-1,2,3-triazole-4-carboxamide